C12(CC3CC(CC(C1)C3)C2)CC(=O)N 2-((3R,5R,7R)-adamantan-1-yl)acetamide